Methyl-5-((R)-2-(((tert-butoxycarbonyl)((R)-1-(naphthalen-1-yl)ethyl)amino)methyl)-2H-chromen-4-yl)-2-methylbenzoat COC(C1=C(C=CC(=C1)C1=C[C@@H](OC2=CC=CC=C12)CN([C@H](C)C1=CC=CC2=CC=CC=C12)C(=O)OC(C)(C)C)C)=O